1-(3-acetylphenyl)-3-(3-(2-methoxyethyl)-4-oxo-5-(piperidin-4-yl)-3,4-dihydroquinazolin-6-yl)urea C(C)(=O)C=1C=C(C=CC1)NC(=O)NC=1C(=C2C(N(C=NC2=CC1)CCOC)=O)C1CCNCC1